Methyl (R)-2-((7-(but-2-yn-1-yl)-8-(3-((tert-butoxycarbonyl)amino)piperidin-1-yl)-3-methyl-2,6-dioxo-2,3,6,7-tetrahydro-1H-purin-1-yl)methyl)-6-fluoronicotinate C(C#CC)N1C(=NC=2N(C(N(C(C12)=O)CC1=C(C(=O)OC)C=CC(=N1)F)=O)C)N1C[C@@H](CCC1)NC(=O)OC(C)(C)C